C1(=CC=CC=C1)C1=NC(=NC(=N1)C1=CC=CC=C1)C1=CC=C(C=C1)N1C=2C=CC=CC2C(C2=CC=CC=C12)(C)C 10-(4-(4,6-diphenyl-1,3,5-triazin-2-yl)phenyl)-9,9-dimethyl-9,10-dihydroacridine